1-(2-fluoro-4-methylbenzyl)guanidine FC1=C(CNC(=N)N)C=CC(=C1)C